(S)-6-(1-amino-6-ethynyl-1,3-dihydrospiro[indene-2,4'-piperidin]-1'-yl)-3-(2,3-dichlorophenyl)-2-methylpyrimidin-4(3H)-one N[C@@H]1C2=CC(=CC=C2CC12CCN(CC2)C2=CC(N(C(=N2)C)C2=C(C(=CC=C2)Cl)Cl)=O)C#C